N1=C2C(=CC=C1)COC=C2 pyrano[4,3-b]pyridin